7-((5-chloropyridin-2-yl)methyl)-1-(3-hydroxypropyl)-8-(2-methoxyphenyl)-3-methyl-1H-purine-2,6(3H,7H)-dione ClC=1C=CC(=NC1)CN1C(=NC=2N(C(N(C(C12)=O)CCCO)=O)C)C1=C(C=CC=C1)OC